sodium 2-sulfo-1,2-ethanediol S(=O)(=O)(O)C(CO)O.[Na]